3-[3-fluoro-4-[6-(2-methyl-2H-tetrazol-5-yl)-3-pyridyl]phenyl]-5-(Hydroxymethyl)-2-oxazolidinone FC=1C=C(C=CC1C=1C=NC(=CC1)C=1N=NN(N1)C)N1C(OC(C1)CO)=O